ClC1=C(C=C(C=C1)C=1C(=C(C=CC1)N(C(=O)N)CC=1C=NC=CC1)S(N)(=O)=O)C (4-chloro-3-methyl-phenyl-(sulfamoyl)phenyl)-1-(pyridin-3-ylmethyl)urea